C1(CC1)C1CN(CC(O1)C=1C=NN(C1)C(F)F)C1=NC2=NC(=C(N=C2C(=N1)C1=C(C=C(C=C1)C(F)(F)F)F)C)C 2-cyclopropyl-6-[1-(difluoromethyl)pyrazol-4-yl]-4-[4-[2-fluoro-4-(trifluoromethyl)phenyl]-6,7-dimethyl-pteridin-2-yl]morpholine